CC=1C=C(C(=NC1)C=1NC(C(N1)(C(C)C)C)=O)C(=O)O 5-methyl-2-(4-methyl-5-keto-4-propan-2-yl-1H-imidazol-2-yl)pyridine-3-carboxylic acid